N1(CCOCC1)C1=CC=C(C=C1)NC1=NC=CC=N1 2-((4-morpholinylphenyl)amino)pyrimidine